1-isopropyl-1,2-dimethylpropylacetate C(C)(C)C(C(C)C)(C)CC(=O)[O-]